5-(4-benzo[1,3]dioxol-4-ylmethyl-piperazin-1-yl)-4-bromo-benzofuran-2-carboxylic acid O1COC2=C1C=CC=C2CN2CCN(CC2)C=2C=CC1=C(C=C(O1)C(=O)O)C2Br